[N+](=O)([O-])C1=CC=C(C=C1)OC(=O)Cl.ClC1=CC=C(C=N1)NC(OC1=CC=C(C=C1)[N+](=O)[O-])=O 4-Nitrophenyl (6-chloropyridin-3-yl)carbamate 4-Nitrophenyl-carbonochloridate